1,3-dimethyl-2-isopropyl-1,3-propylene glycol CC(C(C(C)O)C(C)C)O